1,3-di(oxiranylmethyl)-5-(2-propenyl)-1,3,5-triazine-2,4,6(1H,3H,5H)-trione O1C(C1)CN1C(N(C(N(C1=O)CC=C)=O)CC1OC1)=O